1-(5-nitrothiazol-2-yl)terephthalamide [N+](=O)([O-])C1=CN=C(S1)C1(C(=O)N)CC=C(C(=O)N)C=C1